2-(2-fluorophenyl)-6-fluoro-benzoxazoline FC1=C(C=CC=C1)C=1OC2=C(N1)C=CC(=C2)F